1-benzyl-3-methylimidazolium bromide [Br-].C(C1=CC=CC=C1)N1C=[N+](C=C1)C